C(C)(=O)NC(C(=O)O)CCC(=O)NC(C)=O 2,5-diacetamido-5-oxopentanoic acid